3-((2'-(1H-tetrazol-5-yl)-[1,1'-biphenyl]-4-yl)methyl)-2-(3-azidobutyl)-1,3-diazaspiro[4.4]non-1-en-4-one N1N=NN=C1C1=C(C=CC=C1)C1=CC=C(C=C1)CN1C(=NC2(C1=O)CCCC2)CCC(C)N=[N+]=[N-]